butyl (5S)-5-({2-[4-(butoxycarbonyl) phenyl] ethyl}[2-(2-hydroxyphenyl) ethyl] amino)-5,6,7,8-tetrahydroquinoline-2-carboxylate C(CCC)OC(=O)C1=CC=C(C=C1)CCN([C@@H]1C=2C=CC(=NC2CCC1)C(=O)OCCCC)CCC1=C(C=CC=C1)O